1-[(4,5-dimethoxy-2-pyridinyl)methyl]-4-[3-fluoro-5-isobutyl-2-(2H-tetrazol-5-yl)phenyl]piperazine COC1=CC(=NC=C1OC)CN1CCN(CC1)C1=C(C(=CC(=C1)CC(C)C)F)C=1N=NNN1